C(C)(C)(C)OC(=O)N(CCOC1=C(C=CC=C1)C=1C(=C(C=CC1)C[C@@H]1N(CC2(CC2)[C@@H]1NS(=O)(=O)C(F)F)C(=O)OC(C)(C)C)F)C tert-butyl (6S,7S)-6-[[3-[2-[2-[tert-butoxycarbonyl (methyl) amino]ethoxy]phenyl]-2-fluoro-phenyl]methyl]-7-(difluoromethyl sulfonylamino)-5-azaspiro[2.4]heptane-5-carboxylate